ONC(=O)C(C(=O)NC1=CC=C(C=C1)CN1N=NC(=C1)CNS(=O)(=O)C1=CC=C(C=C1)I)CCC(C)C 2-(hydroxycarbamoyl)-N-[4-[[4-[[(4-iodophenyl)sulfonylamino]methyl]triazol-1-yl]methyl]phenyl]-5-methyl-hexanamide